C(C)(=O)N1CC(C1)OC=1N=CC(=C2C=C(N=CC12)NC1=CC=C2C(=N1)[C@H](C(OC2=O)(C)C)C)C(C)(C)N (R)-2-((8-((1-Acetylazetidin-3-yl)oxy)-5-(2-aminopropan-2-yl)-2,7-naphthyridin-3-yl)amino)-7,7,8-trimethyl-7,8-dihydro-5H-pyrano[4,3-b]pyridin-5-one